N,N-Bis-(2-hydroxyethyl)-p-phenylendi-amin OCCN(C1=CC=C(C=C1)N)CCO